ClC1=C(OC=2C=C3C(=CNC3=CC2)C(C)C)C(=CC(=C1)[N+](=O)[O-])Cl 5-(2,6-dichloro-4-nitrophenoxy)-3-isopropyl-1H-indole